Cl.CC1=C(C#N)C=CC(=C1)C1CNCCC1(F)F methyl-4-(4,4-difluoropiperidin-3-yl)benzonitrile hydrochloride